1-(2-bromophenyl)-3-methoxyindane BrC1=C(C=CC=C1)C1CC(C2=CC=CC=C12)OC